C(C)OC1(NC=C(C=C1)NC(C(C)C)=O)C(=O)NC(C)C1=CC(=CC=C1)C=1SC=CN1 2-ethoxy-5-isobutanoylamino-N-(1-(3-(thiazol-2-yl)phenyl)ethyl)picolinamide